9'-(4-(4-(4,6-diphenyl-1,3,5-triazin-2-yl)phenyl)-3,5,6-triphenylpyridin-2-yl)-9'H-9,2':7',9''-tercarbazole C1(=CC=CC=C1)C1=NC(=NC(=N1)C1=CC=CC=C1)C1=CC=C(C=C1)C1=C(C(=NC(=C1C1=CC=CC=C1)C1=CC=CC=C1)N1C2=CC(=CC=C2C=2C=CC(=CC12)N1C2=CC=CC=C2C=2C=CC=CC12)N1C2=CC=CC=C2C=2C=CC=CC12)C1=CC=CC=C1